CN(C1=CC=C(C=C1)C1=CC(=C(C=C1)C(N(C(=O)C1CCCCC1)C=1C=C(C=CC1)/C=C/C(=O)OC)[2H])F)C methyl (E)-3-(3-(N-((4'-(dimethylamino)-3-fluoro-[1,1'-biphenyl]-4-yl)methyl-d)cyclohexanecarboxamido)phenyl)acrylate